7-(((2-((2-(diethylamino)ethyl)(ethyl)amino)ethoxy)carbonyl)oxy)tridecane-1,13-diyl bis(3-octylundecanoate) C(CCCCCCC)C(CC(=O)OCCCCCCC(CCCCCCOC(CC(CCCCCCCC)CCCCCCCC)=O)OC(=O)OCCN(CC)CCN(CC)CC)CCCCCCCC